NCCCNC(CC1C=2N(C3=C(C(=N1)C1=CC=C(C=C1)Cl)C(=C(S3)C)C)C(=NN2)C)=O N-(3-aminopropyl)-2-(4-(4-chlorophenyl)-2,3,9-trimethyl-6H-thieno[3,2-f][1,2,4]triazolo[4,3-a][1,4]diazepin-6-yl)acetamide